2-azido-N6-methyl-9-(beta-D-ribofuranosyl)adenine N(=[N+]=[N-])C1=NC(=C2N=CN(C2=N1)[C@H]1[C@H](O)[C@H](O)[C@H](O1)CO)NC